C(C)OC(=O)C=1N=NN(C1)C=1C=NC(=C(C1)F)C1(CCC(CC1)(F)F)C 1-[6-(4,4-difluoro-1-methylcyclohexyl)-5-fluoropyridin-3-yl]-1,2,3-triazole-4-carboxylic acid ethyl ester